[K].C(C)N(CCN(S(=O)(=O)NC(NC1=C2CCCC2=CC=2CCCC12)=O)CC)CC 3-(N-(2-(Diethylamino)ethyl)-N-ethylsulfamoyl)-1-(1,2,3,5,6,7-hexahydro-s-indacen-4-yl)urea, potassium salt